COC1=CC=C(CN(S(=O)(=O)C=C)CC2=CC=C(C=C2)OC)C=C1 N,N-bis(4-methoxybenzyl)ethenesulfonamide